BrC1=CC=C(C=C1)[C@H](COC)NC(OC(C)(C)C)=O tert-butyl (R)-(1-(4-bromophenyl)-2-methoxyethyl)carbamate